C(C)(=O)[O-].C(CCC)[N+]1=CN(C=C1)C 3-Butyl-1-Methylimidazolium Acetat